Pentyl-4-((2-(4-(N-(2-(dinonylamino)ethyl)-N-nonylglycyl)piperazin-1-yl)-2-oxoethyl)(nonyl)amino)butanoate C(CCCC)OC(CCCN(CCCCCCCCC)CC(=O)N1CCN(CC1)C(CN(CCCCCCCCC)CCN(CCCCCCCCC)CCCCCCCCC)=O)=O